2-[2-[(1R)-1-[(6-bromo-8-methyl-7-oxo-pyrido[2,3-d]pyrimidin-4-yl)amino]ethyl]-6-(difluoromethyl)phenyl]acetonitrile BrC1=CC2=C(N=CN=C2N[C@H](C)C2=C(C(=CC=C2)C(F)F)CC#N)N(C1=O)C